N[C@@H]1[C@H](CC[C@@H](C1)C1=CC(=CC=C1)OC(F)(F)F)NC(OC(C)(C)C)=O tert-butyl ((1S,2S,4S)-2-amino-4-(3-(trifluoromethoxy)phenyl)cyclohexyl)-carbamate